1-(2-(4-chlorophenyl)-3,4-dimethyl-2H-pyrazolo[3,4-d]pyridazin-7-yl)-N-(3-(pyrrolidin-1-yl)propyl)piperidine-3-carboxamide ClC1=CC=C(C=C1)N1N=C2C(=NN=C(C2=C1C)C)N1CC(CCC1)C(=O)NCCCN1CCCC1